1-((triisopropylsilyl)ethynyl)isoquinolin-6-ol C(C)(C)[Si](C(C)C)(C(C)C)C#CC1=NC=CC2=CC(=CC=C12)O